O1C(CCCC1)OC(C(=O)O)(C)C 2-(2-tetrahydropyran-oxy)-2-methylpropionic acid